NC1=C2C(=NC=N1)N(N=C2C=2NC1=CC=C(C=C1C2)C(=O)NC)C(C)(C)C 2-(4-amino-1-tert-butyl-pyrazolo[3,4-d]pyrimidin-3-yl)-N-methyl-1H-indole-5-carboxamide